tert-butyl N-(cyclobutylmethyl)-N-[1-[2-hydroxy-6-[[4-(6-methoxy-1-tetrahydropyran-2-yl-indazol-4-yl)triazol-1-yl]methyl]-3-pyridyl]-3-piperidyl]carbamate C1(CCC1)CN(C(OC(C)(C)C)=O)C1CN(CCC1)C=1C(=NC(=CC1)CN1N=NC(=C1)C1=C2C=NN(C2=CC(=C1)OC)C1OCCCC1)O